C(C)(C)(C)C=1C=C2C(=NNC2=CC1Cl)NCC=1N(C(=C(N1)Cl)C(=O)N([C@@H]1CNCC1)C)C (S)-2-(((5-(tert-butyl)-6-chloro-1H-indazol-3-yl)amino)methyl)-4-chloro-N,1-dimethyl-N-(pyrrolidin-3-yl)-1H-imidazole-5-carboxamide